N(=O)SC([C@H](NC(CCCC)=O)C(=O)O)(C)C 3-(nitrosothio)-N-(1-oxopentyl)-valine